CC1=C(C=CC=C1C)NC(=O)C=1COC2=C(C1)C=CC=C2 N-(2,3-dimethylphenyl)-2H-benzopyran-3-carboxamide